1-(6-bromo-5-fluoropyridin-3-yl)-1,2,3-triazole-4-carboxylic acid ethyl ester C(C)OC(=O)C=1N=NN(C1)C=1C=NC(=C(C1)F)Br